N-(1-benzyl-1,2,3,4-tetrahydroquinolin-3-yl)acrylamide C(C1=CC=CC=C1)N1CC(CC2=CC=CC=C12)NC(C=C)=O